N-[(3-Fluorophenyl)methyl]-4-oxo-4-(1-phenyl-3,4-dihydro-1H-isoquinolin-2-yl)butyric acid amide FC=1C=C(C=CC1)CNC(CCC(N1C(C2=CC=CC=C2CC1)C1=CC=CC=C1)=O)=O